2-(6-(difluoromethoxy)-[1,1'-biphenyl]-3-yl)-N-(3-(1,1-difluoropropyl)phenyl)-4-methyloxazole-5-carboxamide FC(OC1=CC=C(C=C1C1=CC=CC=C1)C=1OC(=C(N1)C)C(=O)NC1=CC(=CC=C1)C(CC)(F)F)F